OCC(CCOC(=O)C12CC3CC(CC(C1)C3)C2)(C)C adamantane-1-carboxylic acid 4-hydroxy-3,3-dimethylbutyl ester